S(=O)(=O)(O)OC(CO)(C1=CC=CC=C1)O dihydroxyphenylethanol O-sulfate